(R)-N-(2-(3-(dimethylamino)pyrrolidin-1-yl)-4-fluoro-5-(2-morpholinopyrimidin-5-yl)phenyl)-1-methyl-6-oxo-4-(trifluoromethyl)-1,6-dihydropyridine-3-carboxamide CN([C@H]1CN(CC1)C1=C(C=C(C(=C1)F)C=1C=NC(=NC1)N1CCOCC1)NC(=O)C1=CN(C(C=C1C(F)(F)F)=O)C)C